N-ethyl-3,3-dimethyl-4-aminobutyl-triethoxysilane C(C)NCC(CC[Si](OCC)(OCC)OCC)(C)C